FC=1C=C(C=C2OC3=C(C2=O)C=CC(=C3)O)C=C(C1)F 2-(3,5-difluorobenzylidene)-6-hydroxybenzofuran-3(2H)-one